C1(CC1)C1=NN(C=C1)C(C(=O)O)C(C)C 2-(3-cyclopropyl-1H-pyrazol-1-yl)-3-methyl-butanoic acid